5-methyl-N-(1-methylcyclopropyl)pyrazoline CC1C=CNN1C1(CC1)C